COC1=CC=C(CN([C@@H]2[C@H](CCC2)CO)CC2=CC=C(C=C2)OC)C=C1 ((1S,2S)-2-(bis(4-methoxybenzyl)amino)cyclopentyl)methanol